Tert-Butyl (2S,3S)-2-(3-bromobenzyl)-3-(((methoxymethyl)sulfonyl)amino)pyrrolidine-1-carboxylate BrC=1C=C(C[C@@H]2N(CC[C@@H]2NS(=O)(=O)COC)C(=O)OC(C)(C)C)C=CC1